OC1CC(C1)C(=O)NN 3-hydroxycyclobutanecarbohydrazide